anti-sulfotyrosin S(=O)(=O)(O)N[C@@H](CC1=CC=C(C=C1)O)C(=O)O